Tert-butyl (2-(7-(trifluoromethyl)benzo[b]thiophen-5-yl)ethyl)carbamate FC(C1=CC(=CC2=C1SC=C2)CCNC(OC(C)(C)C)=O)(F)F